CN1N=C(C=2C1=NC=CC2C)S(=O)(=O)N 1,4-dimethyl-1H-pyrazolo[3,4-b]pyridine-3-sulfonamide